C(\C=C\CC(=O)[O-])(=O)[O-].[Li+].[Li+] lithium trans-pentenedioate